isopropyl peroxyheptanoate C(CCCCCC)(=O)OOC(C)C